OCCOC1=C(C=CC=C1)C(C)(CC(C)C)C1=C(C=CC=C1)OCCO 2,2-Bis{(2-hydroxyethoxy)phenyl}-4-methylpentane